2,2,2-trifluoro-(3'-chlorophenyl)ethanone FC(C(=O)C1=CC(=CC=C1)Cl)(F)F